CN1N=CC2=CC(=CC=C12)OC1CCNCC1 1-methyl-5-(piperidin-4-yloxy)-1H-indazole